ClC=1C(=CC2=C(N(C(N=C2N2[C@H](CN(CC2)C(=O)OC(C)(C)C)C)=O)C=2C(=NC=CC2C)C2CC2)N1)F (S)-tert-butyl 4-(7-chloro-1-(2-cyclopropyl-4-methylpyridin-3-yl)-6-fluoro-2-oxo-1,2-dihydropyrido[2,3-d]pyrimidin-4-yl)-3-methylpiperazine-1-carboxylate